dimethyl (5'-methyl-4-(2-methyloctan-2-yl)-2'-(prop-1-en-2-yl)-[1,1'-biphenyl]-2,6-diyl) bis(methylphosphonate) CP(OC)(OC1=C(C(=CC(=C1)C(C)(CCCCCC)C)OP(OC)(=O)C)C1=C(C=CC(=C1)C)C(=C)C)=O